(4-(1-(oxetan-3-yl)-4-(trifluoromethyl)-1H-imidazol-2-yl)phenyl)methanol O1CC(C1)N1C(=NC(=C1)C(F)(F)F)C1=CC=C(C=C1)CO